1-{1H,4H,5H,6H,7H-[1,2,3]triazolo[4,5-c]pyridin-5-yl}-2-{5-[2-({[3-(trifluoromethoxy)phenyl]methyl}amino)pyrimidin-5-yl]-1,3,4-oxadiazol-2-yl}ethan-1-one N1N=NC=2CN(CCC21)C(CC=2OC(=NN2)C=2C=NC(=NC2)NCC2=CC(=CC=C2)OC(F)(F)F)=O